ClC1=CC=NC2=CC=C(C=C12)C1=CC=C(C=C1)C1CCN(CC1)C(=O)OC(C)(C)C tert-butyl 4-(4-(4-chloroquinolin-6-yl)phenyl)piperidine-carboxylate